2-amino-5-bromo-3-chloro-4-ethyl-benzoic acid NC1=C(C(=O)O)C=C(C(=C1Cl)CC)Br